6-bromo-1-(bromomethyl)-4-chlorophthalazine BrC=1C=C2C(=NN=C(C2=CC1)CBr)Cl